NC(CN1CCNCC1)N Diaminoethylpiperazine